C1(=CC(=CC=C1)C1=CN=C(C=2N1C=CN2)NC2=CC=C(C=C2)N2CCN(CC2)CCCC(=O)N)C (2-(4-(4-((5-(m-tolyl)imidazo[1,2-a]pyrazin-8-yl)amino)phenyl)piperazin-1-yl)ethyl)acetamide